2-(5,6-dichloro-3-oxo-2,3-dihydro-1H-inden-1-yl)malononitrile ClC=1C=C2C(CC(C2=CC1Cl)C(C#N)C#N)=O